2-(6-(1-((1R,2S,3R,5R)-2-fluoro-8-azabicyclo[3.2.1]oct-6-en-3-yl)vinyl)pyridazin-3-yl)-5-(4H-1,2,4-triazol-4-yl)phenol F[C@@H]1[C@H]2C=C[C@@H](C[C@@H]1C(=C)C1=CC=C(N=N1)C1=C(C=C(C=C1)N1C=NN=C1)O)N2